formic acid, 1-methylethyl ester C(=O)OC(C)C